2,6-diphenyl-4-(2-methyl-4-fluorophenyl)pyridine C1(=CC=CC=C1)C1=NC(=CC(=C1)C1=C(C=C(C=C1)F)C)C1=CC=CC=C1